COCC1=NN2C(S1)=NC(=C2CN2CC(=CC2=O)[C@H]2[C@@H](C2)C(F)(F)F)C(F)(F)F 1-[[2-(methoxymethyl)-6-(trifluoromethyl)imidazo[2,1-b][1,3,4]thiadiazol-5-yl]methyl]-3-[(1R,2R)-2-(trifluoromethyl)cyclopropyl]-2H-pyrrol-5-one